3-cyclopropyl-1-({6,6-difluoro-4-methylspiro[2.3]hexan-4-yl}methyl)-4-(trifluoromethyl)-1H-pyrazole-5-carboxamide C1(CC1)C1=NN(C(=C1C(F)(F)F)C(=O)N)CC1(C2(CC2)C(C1)(F)F)C